4-chloro-6-fluoro-2-iodo-3-{[3-(3,4,5,6-tetrahydro-2H-pyran-2-yloxy)propyl]Oxy}benzene-1-carbonitrile ClC1=C(C(=C(C(=C1)F)C#N)I)OCCCOC1OCCCC1